1-hydroxyphenoxazine OC1=CC=CC=2OC3=CC=CC=C3NC12